FC1=CC=C(C=C1)C1=NC2=C(N1)C=CC=C2 2-(4-Fluorophenyl)-1H-benzo[d]imidazole